2-((3-(4-((2-amino-4-(1-hydroxyhexan-3-ylamino)-6-methylpyrimidin-5-yl)methyl)-3-methoxyphenoxy)propyl)(ethyl)amino)acetic acid NC1=NC(=C(C(=N1)NC(CCO)CCC)CC1=C(C=C(OCCCN(CC(=O)O)CC)C=C1)OC)C